Cl.N1[C@H](CCC1)CC(=O)O (R)-2-(pyrrolidin-2-yl)acetic acid HCl salt